C1(CC1)CC=1C=2C3=CN=C(C(O[C@@H](C4=CC(=CC=C4C4=NN(N=C4CC2N(N1)C)C)F)C)=C3)N (19R)-3-(cyclopropylmethyl)-16-fluoro-5,10,19-trimethyl-20-oxa-4,5,9,10,11,23-hexaazapentacyclo[19.3.1.02,6.08,12.013,18]pentacosa-1(24),2(6),3,8,11,13,15,17,21(25),22-decaen-22-amine